N-[4-(2-propan-2-ylphenyl)-5-[3-(3,3,3-trifluoro-2,2-dimethylpropoxy)pyrazol-1-yl]-1,3-thiazol-2-yl]-3-(1,1,1-trifluoropropan-2-ylamino)benzenesulfonamide CC(C)C1=C(C=CC=C1)C=1N=C(SC1N1N=C(C=C1)OCC(C(F)(F)F)(C)C)NS(=O)(=O)C1=CC(=CC=C1)NC(C(F)(F)F)C